2-(3-(5-cyclopropyl-1,2,4-oxadiazol-3-yl)phenyl)malonic acid C1(CC1)C1=NC(=NO1)C=1C=C(C=CC1)C(C(=O)O)C(=O)O